N-((3S,4S)-4-((2-amino-3-methoxyphenoxy)methyl)tetrahydrofuran-3-yl)-2-chloro-5-(trifluoromethyl)pyrimidin-4-amine NC1=C(OC[C@H]2[C@@H](COC2)NC2=NC(=NC=C2C(F)(F)F)Cl)C=CC=C1OC